N-(2-oxo-2-((2'-oxo-1,1',2',3-tetrahydrospiro[indene-2,3'-pyrrolo[2,3-b]pyridin]-5-yl)amino)ethyl)-1-(pyridin-4-ylmethyl)piperidine-4-carboxamide O=C(CNC(=O)C1CCN(CC1)CC1=CC=NC=C1)NC=1C=C2CC3(C(NC4=NC=CC=C43)=O)CC2=CC1